4-(4-(4-(4-Chloro-3-(2,4-dioxotetrahydropyrimidin-1(2H)-yl)benzoyl)piperazin-1-yl)butyl)piperidine Pyridin-1-carboxylate N1(CC=CC=C1)C(=O)O.ClC1=C(C=C(C(=O)N2CCN(CC2)CCCCC2CCNCC2)C=C1)N1C(NC(CC1)=O)=O